(S)-10-bromo-11-chloro-9-fluoro-7-(methylthio)-1,3,4,13,14,14a-hexahydro-[1,4]oxazino[4',3':5,6][1,5]oxazocino[4,3,2-de]quinazoline BrC=1C(=C2C3=C(N=C(N=C3C1F)SC)N1[C@@H](CCO2)COCC1)Cl